5-(1-Methyl-8,9,10,11-tetrahydro-3H-pyrazolo[4,3-a]phenanthridin-7-yl)-N-((tetrahydro-2H-pyran-2-yl)oxy)picolinamide CC1=NNC=2C1=C1C=3CCCCC3C(=NC1=CC2)C=2C=CC(=NC2)C(=O)NOC2OCCCC2